2-(2,5-dimethoxy-4-(2,2,2-trifluoroethoxy)phenyl)ethan-1-amine COC1=C(C=C(C(=C1)OCC(F)(F)F)OC)CCN